Cl.N1CCC(CC1)OC1=CN=CC2=CC=CC=C12 4-(piperidin-4-yloxy)isoquinoline hydrochloride